C(C)C1=C(C=CC(=C1)C1(C(C(=C(C2=CC=CC=C12)N)\N=N\[H])O)S(=O)(=O)O)C1=C(C=C(C=C1)C1(C(C(=C(C2=CC=CC=C12)N)\N=N\[H])O)S(=O)(=O)O)CC 1,1'-(2,2'-diethyl[1,1'-biphenyl]-4,4'-diyl)bis{4-amino-2-hydroxy-3-[(E)-diazenyl]naphthalene-1-sulfonic acid}